Gallium-Indium-Tin-Zinc [Zn].[Sn].[In].[Ga]